FC(OC=1C=C(C=C(C1)F)C1=CC2=C(O[C@H](CN2S(=O)(=O)C2=CC(=CC=C2)C(F)(F)F)CNC(C(C(F)(F)F)(C)C)=O)C=C1)F (S)-N-((6-(3-(difluoromethoxy)-5-fluorophenyl)-4-((3-(trifluoromethyl)phenyl)sulfonyl)-3,4-dihydro-2H-benzo[b][1,4]-oxazin-2-yl)methyl)-3,3,3-trifluoro-2,2-dimethylpropanamide